C1(CCCCC1)C=1NC(=NN1)C=1C=CC(=C(C1)S(=O)(=O)N1CCOCC1)C 4-((5-(5-Cyclohexyl-4H-1,2,4-triazol-3-yl)-2-methylphenyl)sulfonyl)morpholine